2-tridecanone CC(CCCCCCCCCCC)=O